3-[(S) or (R)-4-(4-Fluoro-3-methylphenyl)sulfonylmorpholin-2-yl]benzothiophene-2-carboxamide FC1=C(C=C(C=C1)S(=O)(=O)N1C[C@@H](OCC1)C1=C(SC2=C1C=CC=C2)C(=O)N)C |o1:12|